3-(4-(5-(difluoromethyl)-1,3,4-oxadiazol-2-yl)benzyl)-1-(1-methylpiperidin-4-yl)-1,3-dihydro-2H-imidazo[4,5-b]pyridin-2-one FC(C1=NN=C(O1)C1=CC=C(CN2C(N(C=3C2=NC=CC3)C3CCN(CC3)C)=O)C=C1)F